F[C@H]1CN(CC[C@H]1NC=1C=2N(C=CN1)C(=C(N2)C#CCNC2=C(C=C(C(=O)NC)C=C2)OC)SC(F)(F)F)C 4-((3-(8-(((3S,4R)-3-fluoro-1-methylpiperidin-4-yl)amino)-3-((trifluoromethyl)thio)imidazo[1,2-a]pyrazin-2-yl)prop-2-yn-1-yl)amino)-3-methoxy-N-methylbenzamide